FC(C1=C(C=C(C(=N1)OCC1=C(C=C(C(=C1)F)F)F)C#N)C(=O)N1CCC(CC1)C1=NOC(=N1)C)F 6-(difluoromethyl)-5-[4-(5-methyl-1,2,4-oxadiazol-3-yl)piperidine-1-carbonyl]-2-[(2,4,5-trifluorophenyl)methoxy]pyridine-3-carbonitrile